N-(3-chloro-5-(methylsulfonamido)phenyl)-5-(5-(3,3-difluoroazetidin-1-yl)-3-(((5-fluoropyridin-3-yl)oxy)methyl)pyridin-2-yl)-1-methyl-1H-pyrrole-3-carboxamide ClC=1C=C(C=C(C1)NS(=O)(=O)C)NC(=O)C1=CN(C(=C1)C1=NC=C(C=C1COC=1C=NC=C(C1)F)N1CC(C1)(F)F)C